C(C(=C)C)(=O)O.C(C=C)(=O)OCC=1C2=CC=CC=C2C=C2C=CC=CC12 9-anthracenylmethyl acrylate methacrylate